FC=1C=C(C=CC1OC(F)(F)F)C1=CC=C(C=C1)C(\C=C\C=1C=C2N=CC=NC2=CC1)=O (E)-1-(3'-fluoro-4'-(trifluoromethoxy)-[1,1'-biphenyl]-4-yl)-3-(quinoxalin-6-yl)prop-2-en-1-one